C(=O)O.ClC1=CC=C(C=N1)NC1=NC=CC2=C1C=CO2 N-(6-chloropyridin-3-yl)furo[3,2-c]pyridin-4-amine formate